2-(3,3-difluoroazetidin-1-yl)-6-methylpyrimidine-4-carbohydrazide FC1(CN(C1)C1=NC(=CC(=N1)C(=O)NN)C)F